(E)-1-(3-(3-(3-methoxyphenyl)-1-m-tolyl-1H-pyrazol-4-yl)acryloyl)piperidine-2-carboxamide COC=1C=C(C=CC1)C1=NN(C=C1/C=C/C(=O)N1C(CCCC1)C(=O)N)C=1C=C(C=CC1)C